Methyl-arsonic acid calcium salt [Ca+2].C[As]([O-])([O-])=O